oleoyl-glutamic acid triethanolamine salt N(CCO)(CCO)CCO.C(CCCCCCC\C=C/CCCCCCCC)(=O)N[C@@H](CCC(=O)O)C(=O)O